tert-butyl (1s,3s)-3-(3-(2-(2,6-dioxopiperidin-3-yl)-1-oxoisoindolin-4-yl)propoxy)cyclobutane-1-carboxylate O=C1NC(CC[C@@H]1N1C(C2=CC=CC(=C2C1)CCCOC1CC(C1)C(=O)OC(C)(C)C)=O)=O